C(C1=CC=CC=C1)N1N=NC2=C1C=CC=C2NC([C@H](CC2=CC=CC=C2)N2C(C1=CC=CC=C1C2=O)=O)=O (S)-N-(1-benzyl-1H-benzo[d][1,2,3]triazol-4-yl)-2-(1,3-dioxoisoindol-2-yl)-3-phenylpropionamide